C(C)(C)(C)OC(=O)N1CCC(CC1)SC1=NON=C1C1=NOC(N1C1=CC(=C(C=C1)F)Br)=O 4-((4-(4-(3-bromo-4-fluorophenyl)-5-oxo-4,5-dihydro-1,2,4-oxadiazol-3-yl)-1,2,5-oxadiazol-3-yl)thio)piperidine-1-carboxylic acid tert-butyl ester